CN(C(=O)C1=NOC2(C1)CCN(CCC2)C(=O)OC(C)(C)C)C 2-methylpropan-2-yl 3-[(dimethylamino)carbonyl]-2,8-diaza-1-oxaspiro[4.6]undec-2-ene-8-carboxylate